(4-(4,4,5,5-tetramethyl-1,3,2-dioxaborolan-2-yl)phenyl)-1,3,5-triazine CC1(OB(OC1(C)C)C1=CC=C(C=C1)C1=NC=NC=N1)C